7-methyl-2-(4-morpholinyl)-9-[1-(phenylamino)ethyl]-4H-pyrido-[1,2-a]pyrimidin-4-one CC=1C=C(C=2N(C(C=C(N2)N2CCOCC2)=O)C1)C(C)NC1=CC=CC=C1